(S)-(1-(4-(1-methyl-4-nitro-1H-pyrazol-5-yl)pyridin-2-yl)but-3-en-1-yl)carbamic acid tert-butyl ester C(C)(C)(C)OC(N[C@@H](CC=C)C1=NC=CC(=C1)C1=C(C=NN1C)[N+](=O)[O-])=O